C(C)(C)(C)OC(=O)N1[C@](CCC1)(C)\C=C\S(NC(NC1=C(C=C(C=C1C(C)C)F)C(C)C)=O)(=O)=O tert-Butyl-(S,E)-2-(2-(N-((4-fluoro-2,6-diisopropylphenyl)carbamoyl)sulfamoyl)vinyl)-2-methylpyrrolidin-1-carboxylat